CN1C=CC2=C1N=CN=C2N2CCC(CC2)NCCCCCCCCC (7-methyl-7H-pyrrolo[2,3-d]pyrimidin-4-yl)-N-nonylpiperidin-4-amine